7-[(2S)-1,4-dioxan-2-ylmethyl]-2-(2-methylpyridin-4-yl)-1h,5h,6h,7h-pyrrolo[3,2-c]pyridin-4-one O1[C@H](COCC1)CC1C2=C(C(NC1)=O)C=C(N2)C2=CC(=NC=C2)C